C(#N)C=1C=CC(=C(C1)C1=CC(=NC=C1C(=O)NC=1SC2=NC(=CC=C2N1)C1=CC=C(C=C1)NC(CC)=O)C)OC 4-(5-cyano-2-methoxyphenyl)-6-methyl-N-(5-(4-propionamidophenyl)thiazolo[5,4-b]pyridin-2-yl)nicotinamide